BrC1=C2C=CN(C(C2=C(C=C1)[N+](=O)[O-])=O)CC(=O)OCC ethyl 2-(5-bromo-8-nitro-1-oxo-2-isoquinolyl)acetate